2-(8-methyl-4-oxoquinazolin-3(4H)-yl)-N'-(4-bromophenyl)acethydrazide CC=1C=CC=C2C(N(C=NC12)CC(=O)NNC1=CC=C(C=C1)Br)=O